C(#N)C1=CC=C(S1)C1=C(C=C(O[C@H]2[C@H](CCC2)NS(=O)(=O)C(C)C)C=C1)F Propane-2-sulfonic acid {(1S,2R)-2-[4-(5-cyano-thiophen-2-yl)-3-fluorophenoxy]-cyclopentyl}-amide